COC1=NC=C(C=N1)C=1C=CC(=NC1)NC(=O)NCC1=NC=CC=C1 1-(5-(2-methoxypyrimidin-5-yl)pyridin-2-yl)-3-(pyridin-2-ylmethyl)urea